[SiH3]O[Al] silyloxyaluminum